BrC1=NN(C(=C1)CCNC(C)C)CC(=O)OC methyl 2-(3-bromo-5-{2-[(propan-2-yl) amino] ethyl}-1H-pyrazol-1-yl)acetate